FC1(C[C@H](CN(C1)C(=O)OC1=NC=C(C=C1)OC(F)(F)F)N1C(CCCC1)=O)F 5-(trifluoromethoxy)pyridin-2-yl (3'R)-5',5'-difluoro-2-oxo[1,3'-bipiperidine]-1'-carboxylate